(S)-3-methyl-2-(8-ureidodibenzo[b,d]furan-3-sulfonamido)butanoic acid CC([C@@H](C(=O)O)NS(=O)(=O)C=1C=CC2=C(OC3=C2C=C(C=C3)NC(=O)N)C1)C